C(CN=C=NC1=CC=CC=C1)N=C=NC1=CC=CC=C1 ethylenebis(phenylcarbodiimide)